1-(1-((3S*,4R*)-3-Fluoropiperidin-4-yl)-3-methyl-1H-pyrrolo[2,3-b]pyridin-5-yl)dihydropyrimidine-2,4(1H,3H)-dione F[C@H]1CNCC[C@H]1N1C=C(C=2C1=NC=C(C2)N2C(NC(CC2)=O)=O)C |o1:1,6|